2,2-dimethyl-4-(2,4,6-trimethoxybenzyl)morpholine-3-one CC1(C(N(CCO1)CC1=C(C=C(C=C1OC)OC)OC)=O)C